(3-fluoro-2-(2H-1,2,3-triazol-2-yl)phenyl)((1S,4S,6R)-6-((5-(trifluoromethyl)pyrazin-2-yl)amino)-2-azabicyclo[2.2.1]heptan-2-yl)methanone FC=1C(=C(C=CC1)C(=O)N1[C@@H]2[C@@H](C[C@H](C1)C2)NC2=NC=C(N=C2)C(F)(F)F)N2N=CC=N2